C(#CC)[C@@]1(C[C@H](O)[C@@H](CO)O1)N1C(=O)NC(=O)C=C1 propynyl-deoxyuridine